1-Propan-2-yl-3-[trans-(7RS,9RS)-3-cyclopropyl-5-(2-methylpropylsulfamoyl)-7-(propan-2-ylcarbamoylamino)-8,9-dihydro-7H-cyclopenta[h]isochinolin-9-yl]urea CC(C)NC(=O)N[C@@H]1C[C@H](C2=CC(=C3C=C(N=CC3=C21)C2CC2)S(NCC(C)C)(=O)=O)NC(NC(C)C)=O |r|